1-propyl-4-piperidone C(CC)N1CCC(CC1)=O